2-((1-(2-hydroxyphenyl)ethylidene)amino)-3-(1H-imidazol-4-yl)propanoic acid OC1=C(C=CC=C1)C(C)=NC(C(=O)O)CC=1N=CNC1